C(C)(C)(C)OC(C1=C(C=C(C=C1)Br)S(=O)(=O)C)=O 4-bromo-2-(methylsulfonyl)benzoic acid tert-butyl ester